N1(CCNCC1)C1=CC=C(C=C1)C1=NC=CC(=N1)C1=CC2=CNCC3(C2=N1)CC3 2'-(2-(4-(Piperazin-1-yl)phenyl)pyrimidin-4-yl)-5',6'-dihydrospiro[cyclopropane-1,7'-pyrrolo[3,2-c]pyridin]